((1,4-dioxan-2-yl)methoxy)-2-(4-bromophenyl)-6-((4-methoxyphenylmethyl)oxy)pyrimidine O1C(COCC1)COC1=NC(=NC(=C1)OCC1=CC=C(C=C1)OC)C1=CC=C(C=C1)Br